FC=1C(=NC=CC1C=1C=C2N(N=CC(=C2NC(C)C)C(=O)NC[C@H](C(C)(C)O)F)C1)N1CCOCC1 (R)-6-(3-fluoro-2-morpholinopyridin-4-yl)-N-(2-fluoro-3-hydroxy-3-methylbutyl)-4-(isopropylamino)pyrrolo[1,2-b]pyridazine-3-carboxamide